C(#N)C=1C=CC(=NC1)NC(=O)C=1C(=CC(=C(C1)NC(=O)C1=CN=C(S1)C)C)F N-[5-[(5-Cyanopyridin-2-yl)carbamoyl]-4-fluoro-2-methylphenyl]-2-methyl-1,3-thiazole-5-carboxamide